C(C)(C)(C)[Si](O[C@@H]([C@H](CO)CNC)C=C)(C1=CC=CC=C1)C1=CC=CC=C1 (2S,3R)-3-[tert-butyl-(diphenyl)silyl]Oxy-2-(methylaminomethyl)pent-4-en-1-ol